pyrrolo[2,3]pyrrole N1=CC=C2C1=CC=N2